N1(C=NC2=C1C=CC=C2)CC(=O)N2[C@@H](C[C@H](C2)F)C(=O)N[C@@H](C2=CC=CC=C2)C2=NC(=C(C=C2)C2(CC2)C)F (2S,4R)-1-[2-(1H-1,3-benzodiazol-1-yl)acetyl]-4-fluoro-N-[(S)-[6-fluoro-5-(1-methylcyclopropyl)pyridin-2-yl](phenyl)methyl]pyrrolidine-2-carboxamide